dodecyl-dithio-1,3,4-thiadiazole C(CCCCCCCCCCC)SSC=1SC=NN1